(4-(1-(3-fluorobenzyl)-1H-benzo[d]imidazol-2-yl)piperidin-1-yl)(1-(3-fluorophenyl)-1H-indol-5-yl)methanone FC=1C=C(CN2C(=NC3=C2C=CC=C3)C3CCN(CC3)C(=O)C=3C=C2C=CN(C2=CC3)C3=CC(=CC=C3)F)C=CC1